CC1=CN=C2N(N=CC=C2)C1=O 3-methyl-pyrimido[1,2-b]pyridazin-4-one